C(C)(C)(C)OC(=O)N1CCC(CC1)OC1CC(C1)N1CCC(CC1)C=1C=C(C(=CC1OC(C)C)C(=O)OC)C(=O)OC dimethyl 4-[1-[3-[(1-tert-butoxycarbonyl-4-piperidinyl) oxy] cyclobutyl]-4-piperidinyl]-5-isopropoxy-benzene-1,2-dicarboxylate